BrC1=C(N(C2=CN=CC=C21)C)C(=O)N(C)CCCN(C)C bromo-N-(3-(dimethylamino)propyl)-N,1-dimethyl-1H-pyrrolo[2,3-c]pyridine-2-carboxamide